C(C1=CC=CC=C1)OC1=C(C(=C(C(=O)OC2=C(C(=C(C(=C2C)C)C(=O)OCOC)C)C)C(=C1C)C=C)C)F 4-((methoxymethoxy)carbonyl)-2,3,5,6-tetramethylphenyl 4-(benzyloxy)-3-fluoro-2,5-dimethyl-6-vinylbenzoate